FC(C(=O)O)(F)F.C[C@@H]1N[C@@H](CC(C1)C1=C2C(=NC=C1)N(CC2)C(=O)NC2=CC1=CN(N=C1C=C2F)C)C 4-((2S,6R)-2,6-dimethylpiperidin-4-yl)-N-(6-fluoro-2-methyl-2H-indazol-5-yl)-2,3-dihydro-1H-pyrrolo[2,3-b]pyridine-1-carboxamide 2,2,2-trifluoroacetate